(2R)-Amino-N-((R)-8,9-difluoro-6-oxo-1,4,5,6-tetrahydro-2H-pyrano[3,4-c]isoquinolin-1-yl)-(3R)-hydroxy-N-methylbutanamide N[C@](C(=O)N(C)[C@H]1COCC=2NC(C=3C=C(C(=CC3C21)F)F)=O)(CC)O